2-(3,7-dimethyloct-6-enoxy)acetaldehyde CC(CCOCC=O)CCC=C(C)C